CC(C)(C)C=1C(=C(C(=O)O)C=CC1O)O (1,1-dimethylethyl)-2,4-dihydroxybenzoic acid